4-(3-aminopropyl)aniline NCCCC1=CC=C(N)C=C1